FC1=C(C=CC=C1)NC1=NC=NC2=CC(=CC=C12)C(=O)O 4-((2-fluorophenyl)amino)quinazoline-7-carboxylic acid